C(C=C)(=O)N1CCC2=CC=C(C=C12)C1=C2C(=C(NC2=C(C=C1F)C(=O)N)C)C 4-(1-acryloylindolin-6-yl)-5-fluoro-2,3-dimethyl-1H-indole-7-carboxamide